ClC1=C(C=C(C(=C1)C)Cl)C 2,5-dichloropara-xylene